diethylheptan-1-aminium C(C)C(CCCCCC)([NH3+])CC